(1R,2R)-N-[7-chloro-6-[4-((3R,4R)-4-hydroxy-3-methyl-tetrahydrofuran-3-yl)piperazin-1-yl]-3-isoquinolinyl]-2-(2-furanyl)cyclopropanecarboxamide ClC1=C(C=C2C=C(N=CC2=C1)NC(=O)[C@H]1[C@@H](C1)C=1OC=CC1)N1CCN(CC1)[C@@]1(COC[C@@H]1O)C